4,4-bis((3,7-dimethyloct-6-en-1-yl)thio)butanenitrile CC(CCSC(CCC#N)SCCC(CCC=C(C)C)C)CCC=C(C)C